(1-butyl-3-vinylimidazole) tetrafluoroborate F[B-](F)(F)F.C(CCC)N1CN(C=C1)C=C